2-[4,6-bis(3-ethyl-2-hydroxyphenyl)-1,3,5-triazin-2-yl]-6-ethylphenol C(C)C=1C(=C(C=CC1)C1=NC(=NC(=N1)C1=C(C(=CC=C1)CC)O)C1=C(C(=CC=C1)CC)O)O